(S)-(8-methyl-Isochroman-1-yl)methylamine CC=1C=CC=C2CCO[C@@H](C12)CN